(2S)-2-[4-bromo-2-(5-methyl-1,2-oxazol-3-yl)phenoxy]propionic acid BrC1=CC(=C(O[C@H](C(=O)O)C)C=C1)C1=NOC(=C1)C